2-[(3-(3,4-dimethoxyphenyl)iminocyclohexen-1-yl)amino]acetamide COC=1C=C(C=CC1OC)N=C1C=C(CCC1)NCC(=O)N